BrC=1C=C(C[C@]2(C[C@H](CC2)NS(=O)(=O)C)C2=NC=CC(=N2)CO)C=CC1 N-((1S,3R)-3-(3-bromobenzyl)-3-(4-(hydroxymethyl)pyrimidin-2-yl)cyclopentyl)methanesulfonamide